C(C)(C)(C)OC(=O)N1CCN(CC1)C1=NC(=NC2=CC(=C(C=C12)Cl)Br)N(CCN(C)C)C(=O)OC(C)(C)C 4-(7-bromo-2-[[(tert-butoxy)carbonyl][2-(dimethylamino)ethyl]amino]-6-chloroquinazolin-4-yl)piperazine-1-carboxylic acid tert-butyl ester